(S)-5-bromo-6-(2-(hydroxymethyl)pyrrolidin-1-yl)-3-nitropicolinonitrile BrC=1C=C(C(=NC1N1[C@@H](CCC1)CO)C#N)[N+](=O)[O-]